COC(C1=C(C=C(C=C1)N(C)C(=O)OC(C)(C)C)C1=CC(=NC=C1OC)C(F)F)=O 4-((tert-Butoxycarbonyl)(methyl)amino)-2-(2-(difluoromethyl)-5-methoxypyridin-4-yl)benzoic acid methyl ester